1,3-dimethyl-uric acid CN1C(=O)N(C=2NC(=O)NC2C1=O)C